tert-butyl N-cyclopropyl-N-[1-[8-[(2-methyl-8-phenoxy-imidazo[1,2-a]pyridin-6-yl)carbamoyl]cinnolin-5-yl]-4-piperidyl]-carbamate C1(CC1)N(C(OC(C)(C)C)=O)C1CCN(CC1)C1=C2C=CN=NC2=C(C=C1)C(NC=1C=C(C=2N(C1)C=C(N2)C)OC2=CC=CC=C2)=O